CS(=O)(=O)N1CCC1 (methylsulfonyl)azetidin